C(CCCCCCCC\C=C/CCCCC)(=O)[O-] (Z)-10-hexadecenoate